C(C)(=O)[O-].C(CC)N1C=[N+](C=C1)C 1-propyl-3-methylimidazolium acetate